para-tertiary octylphenol C(C)(C)(CC(C)(C)C)C1=CC=C(C=C1)O